(4-(morpholinomethyl)-2-azabicyclo[2.1.1]Hex-1-yl)methanol O1CCN(CC1)CC12CNC(C1)(C2)CO